N-[3-[bis(carboxymethyl)amino]propyl]-N-(2-hydroxyethyl)-glycine C(=O)(O)CN(CCCN(CC(=O)O)CCO)CC(=O)O